6-Fluoro-3-(1,2,5,6-tetrahydropyridin-3-yl)-1H-indole-7-carbonitrile FC1=CC=C2C(=CNC2=C1C#N)C=1CNCCC1